CN1CC(C1)(C)C(O)(C1=CC=C(C=C1)OC(F)(F)F)C=1C=NC(=NC1)OC1=CC=CC=C1 (1,3-dimethyl-azetidin-3-yl)-(2-phenoxy-pyrimidin-5-yl)-(4-trifluoromethoxy-phenyl)-methanol